C(#N)C1=CC(=C(C(=C1)C(C)C)CC(=O)N[S@@](=O)(=N)C1=CC=C(C=C1)CN(C)C)CC |o1:15| (S)- or (R)-2-(4-cyano-2-ethyl-6-isopropylphenyl)-N-(4-((dimethylamino)methyl)phenyl-sulfonimidoyl)acetamide